7-(1-(1-ethoxyethyl)-1H-pyrazol-4-yl)-8-fluoro-2-iodo-[1,2,4]triazolo[1,5-c]pyrimidine C(C)OC(C)N1N=CC(=C1)C1=C(C=2N(C=N1)N=C(N2)I)F